C1(CCCCC1)N1CCC(CC1)C1=CC=C(C=C1)B1OC(C(O1)(C)C)(C)C 1-cyclohexyl-4-(4-(4,4,5,5-tetramethyl-1,3,2-dioxaborolan-2-yl)phenyl)piperidine